4-nitro-3-(3,3,4,4-tetrafluoropyrrolidin-1-yl)-1H-indazole [N+](=O)([O-])C1=C2C(=NNC2=CC=C1)N1CC(C(C1)(F)F)(F)F